1-(2,7-dichloro-8-fluoro-5-methylpyrido[4,3-d]pyrimidin-4-yl)azetidin-3-ol ClC=1N=C(C2=C(N1)C(=C(N=C2C)Cl)F)N2CC(C2)O